ClC1=C(C=C(C=N1)C=1C=CN2C1C(N(C=C2)CC(=O)N2CC(C2)(F)CC)=O)C 8-(6-chloro-5-methylpyridin-3-yl)-2-(2-(3-ethyl-3-fluoroazetidin-1-yl)-2-oxoethyl)pyrrolo[1,2-a]pyrazin-1(2H)-one